C(C)(C)(C)OC[C@@H](C(=O)O)NC(=O)OCC1C2=CC=CC=C2C=2C=CC=CC12 (2S)-3-tert-butoxy-2-{[(9H-fluoren-9-ylmethoxy)carbonyl]amino}propanoic acid